[Ni](Br)Br.C(C)(C)C1=C(C(=CC=C1)C(C)C)C1C(C(=O)NC1=O)C1=C(C=CC=C1C(C)C)C(C)C bis-(2,6-diisopropylphenyl)succinimide nickel bromide